3-(prop-2-yn-1-yloxy)piperidine hydrochloride Cl.C(C#C)OC1CNCCC1